C1(CC1)C1=CN(C=2N=CN=C(C21)N2[C@H](CNCC2)C)C=2C=C(C#N)C=CN2 (S)-2-(5-Cyclopropyl-4-(2-methylpiperazin-1-yl)-7H-pyrrolo[2,3-d]pyrimidin-7-yl)isonicotinonitrile